N-(5-chloro-1H-indol-7-yl)-2-[2-hydroxyethyl(methyl)amino]acetamide ClC=1C=C2C=CNC2=C(C1)NC(CN(C)CCO)=O